FC=1C=C(C=CC1)NC(=O)NC1=CC(=CC=C1)SC1=CC=C2C(=NNC2=C1)\C=C\C1=NC=CC=C1 (E)-1-(3-fluorophenyl)-3-(3-((3-(2-(pyridin-2-yl)vinyl)-1H-indazol-6-yl)thio)phenyl)urea